trans-4-[[5-fluoro-4-[3-(2-oxo-1-pyridyl)phenyl]pyrimidin-2-yl]amino]cyclohexanecarboxylic acid FC=1C(=NC(=NC1)N[C@@H]1CC[C@H](CC1)C(=O)O)C1=CC(=CC=C1)N1C(C=CC=C1)=O